3-chloro-2-(3-chloropropoxy)-5-[1-(4-hydroxyphenyl)-1-methyl-ethyl]benzonitrile ClC=1C(=C(C#N)C=C(C1)C(C)(C)C1=CC=C(C=C1)O)OCCCCl